cumenyl-potassium C1(=C(C=CC=C1)[K])C(C)C